BrC1=NN(C2=NC(=NC(=C21)NC2=NNC(=C2)C)Cl)C2CCOCC2 3-bromo-6-chloro-N-(5-methyl-1H-pyrazol-3-yl)-1-(tetrahydro-2H-pyran-4-yl)-1H-pyrazolo[3,4-d]pyrimidin-4-amine